C[C@H]1[C@H](CN(C1)C1=C2C=CC=NC2=C(C=C1)C)N (3R,4R)-4-methyl-1-(8-methylquinolin-5-yl)pyrrolidin-3-amine